3-Chloro-6-(2,2-difluoro-6-methoxybenzo[d][1,3]dioxol-5-yl)picolinic acid ClC=1C(=NC(=CC1)C1=CC2=C(OC(O2)(F)F)C=C1OC)C(=O)O